OCC[N+](C)(C)C.OCC[N+](C)(C)C.OCC[N+](C)(C)C Choline (Choline) choline